C[C@@H]1OC2=CN=CC(C3=NN(C=4C=CC(O[C@@H](COCC1)C)=CC34)C3OCCCC3)=C2 (8S,13R)-8,13-dimethyl-19-(oxan-2-yl)-7,11,14-trioxa-4,19,20-triazatetracyclo[13.5.2.12,6.018,21]tricosa-1(20),2(23),3,5,15(22),16,18(21)-heptaene